2-(4-Bromophenyl)-1-methyl-4-(trifluoromethyl)-1H-imidazole BrC1=CC=C(C=C1)C=1N(C=C(N1)C(F)(F)F)C